Dicyclohexyl-[2-(2,4,6-triisopropylphenyl)phenyl]Phosphine benzyl-4-[3-[(1R)-1-aminoethyl]-5-methoxy-phenyl]-1-methyl-pyrrole-2-carboxylate hydrochloride salt Cl.C(C1=CC=CC=C1)OC(=O)C=1N(C=C(C1)C1=CC(=CC(=C1)OC)[C@@H](C)N)C.C1(CCCCC1)P(C1=C(C=CC=C1)C1=C(C=C(C=C1C(C)C)C(C)C)C(C)C)C1CCCCC1